4-[5-(2-aminoethyl)pyrimidin-2-yl]-3-[2-methyl-6-(oxetan-2-ylmethoxy)pyridin-4-yl]oxybenzonitrile NCCC=1C=NC(=NC1)C1=C(C=C(C#N)C=C1)OC1=CC(=NC(=C1)OCC1OCC1)C